benzyl (2R,3R)-3-isopropylaziridine-2-carboxylate C(C)(C)[C@@H]1[C@@H](N1)C(=O)OCC1=CC=CC=C1